N2-(3,4-dichlorophenyl)-N4-(furan-2-ylmethyl)quinazoline-2,4-diamine ClC=1C=C(C=CC1Cl)NC1=NC2=CC=CC=C2C(=N1)NCC=1OC=CC1